Cl.C1(=CC=CC2=CC=CC=C12)CNC(=O)C=1C=C(C(=O)O)C=CN1 2-((naphthalen-1-ylmethyl)carbamoyl)isonicotinic acid hydrochloride